COC1=CC=C(C=C1)C1CCN(CC1)C1=C(C(N(C2=CC(=CC=C12)C1COC1)C)=O)C(=O)N 4-[4-(4-Methoxyphenyl)piperidin-1-yl]-1-methyl-7-(oxetan-3-yl)-2-oxo-1,2-dihydroquinoline-3-carboxamide